Tricosyl 3,3'-((3-((2-hydroxyethyl)(3-carbonyl-3-(tridecyloxy)propyl)amino)propyl)azanediyl)dipropionate OCCN(CCCN(CCC(=O)[O-])CCC(=O)OCCCCCCCCCCCCCCCCCCCCCCC)CCC(OCCCCCCCCCCCCC)=C=O